(S)-N-((8-ethyl-8-hydroxy-9,12-dioxo-8,9,12,14-tetrahydro-11H-furo[3,2-f]pyrano[3',4':6,7]indolizino[1,2-b]quinolin-15-yl)methyl)-2-hydroxyacetamide C(C)[C@]1(C(OCC=2C(N3CC=4C(=NC5=CC=C6C(=C5C4CNC(CO)=O)C=CO6)C3=CC21)=O)=O)O